O=C1NC(CCC1N1C(C2=CC=CC(=C2C1=O)OCC(=O)N)=O)=O 2-[[2-(2,6-dioxopiperidin-3-yl)-1,3-dioxoisoindol-4-yl]oxy]acetamide